NC=1N=C(C2=C(N1)\C(\N(C2=O)C)=C/C2=C(C=CC=C2)C(F)(F)F)C=2OC(=CC2)Cl (E)-2-amino-4-(5-chlorofuran-2-yl)-7-(2-(trifluoromethyl)phenylmethylene)-6-methyl-6,7-dihydro-5H-pyrrolo[3,4-d]pyrimidin-5-one